[C@H]12CN(C[C@H](CC1)N2)C=2C1=C(N=C(N2)OCC23CCCN3CC(C2)=C(F)F)C(=C(N=C1)C1=CC(=CC2=CC=CC(=C12)C#C)O)F 4-(4-((1R,5S)-3,8-diazabicyclo[3.2.1]oct-3-yl)-2-((2-(difluoromethylene)tetrahydro-1H-pyrrolizine-7a(5H)-yl)methoxy)-8-fluoropyrido[4,3-d]pyrimidin-7-yl)-5-ethynylnaphthalen-2-ol